C(C)(C)(C)N(C(O)=O)CBr.C1(CCC2=CC=CC=C12)NC(\C=C\C1=CC2=C(C=N1)C=NN2)=O (E)-N-(2,3-dihydro-1H-inden-1-yl)-3-(1H-pyrazolo[4,3-c]pyridin-6-yl)acrylamide tert-butyl-(bromomethyl)carbamate